3-(5-((3-(4'-fluoro-5,5-dimethyl-3,4,5,6-tetrahydro-[1,1'-biphenyl]-2-carbonyl)-3,8-diazabicyclo[3.2.1]octane-8-yl)methyl)-1-oxoisoindolin-2-yl)piperidine-2,6-dione FC1=CC=C(C=C1)C1=C(CCC(C1)(C)C)C(=O)N1CC2CCC(C1)N2CC=2C=C1CN(C(C1=CC2)=O)C2C(NC(CC2)=O)=O